4-(5-chloro-2-fluorobenzenesulfonylamino)phenylboronic acid ClC=1C=CC(=C(C1)S(=O)(=O)NC1=CC=C(C=C1)B(O)O)F